N-ethyl-2-(3,4,5-trimethoxy-anilino)-7,8-dihydro-5H-pyrido[4,3-d]pyrimidine-6-carboxamide C(C)NC(=O)N1CC2=C(N=C(N=C2)NC2=CC(=C(C(=C2)OC)OC)OC)CC1